2-(4-(methoxycarbonyl)phenyl)-4-(1-methyl-1H-1,2,3-triazol-4-yl)piperidin COC(=O)C1=CC=C(C=C1)C1NCCC(C1)C=1N=NN(C1)C